[2-[2-[tert-butyl(dimethyl)silyl]oxyethyl]-4-iodo-5-(methoxymethyl)pyrazol-3-yl]methanol [Si](C)(C)(C(C)(C)C)OCCN1N=C(C(=C1CO)I)COC